1-(tetrahydro-2H-pyran-4-yl)-2-((triisopropylsilyl)oxy)ethyl-1H-pyrazolo[3,4-b]Pyrazine O1CCC(CC1)C(CO[Si](C(C)C)(C(C)C)C(C)C)N1N=CC=2C1=NC=CN2